[5-chloro-1-cyclopropyl-6-(2H-1,2,3-triazol-2-yl)-1H-pyrrolo[2,3-b]pyridin-3-yl][(2R,6R)-1-(5-fluoro-3-iodopyridin-2-yl)-2,6-dimethylpiperidin-4-yl]methanone ClC=1C=C2C(=NC1N1N=CC=N1)N(C=C2C(=O)C2C[C@H](N([C@@H](C2)C)C2=NC=C(C=C2I)F)C)C2CC2